[K+].N(C)CC(=O)[O-].[Na+].N(C)CC(=O)[O-] sodium sarcosinate, potassium salt